The molecule is an N-acetyl-beta-D-mannosaminyl-(1->4)-N-acetyl-D-glucosaminyl undecaprenyl diphosphate(2-) in which the anomeric centre connected to the diphosphate group has alpha-configuration. It is a conjugate base of a N-acetyl-beta-D-mannosaminyl-(1->4)-N-acetyl-alpha-D-glucosaminyl undecaprenyl diphosphate. CC(=CCC/C(=C/CC/C(=C/CC/C(=C\\CC/C(=C\\CC/C(=C\\CC/C(=C\\CC/C(=C\\CC/C(=C\\CC/C(=C\\CC/C(=C\\COP(=O)([O-])OP(=O)([O-])O[C@@H]1[C@@H]([C@H]([C@@H]([C@H](O1)CO)O[C@H]2[C@H]([C@H]([C@@H]([C@H](O2)CO)O)O)NC(=O)C)O)NC(=O)C)/C)/C)/C)/C)/C)/C)/C)/C)/C)/C)C